8-((6-bromopyridine-2-yl)(4-methoxybenzyl)amino)-6-chloroimidazo[1,2-b]Pyridazine-3-carbonitrile BrC1=CC=CC(=N1)N(C=1C=2N(N=C(C1)Cl)C(=CN2)C#N)CC2=CC=C(C=C2)OC